4-methoxyformylphenyl-boronic acid pinacol ester COC(=O)C1=CC=C(C=C1)B1OC(C)(C)C(C)(C)O1